BrC=1C=C(C(=NC1)C#C[Si](C(C)C)(C(C)C)C(C)C)SCC 5-bromo-3-(ethylsulfanyl)-2-[2-(triisopropylsilyl)ethynyl]pyridine